FC=1C=CC(=NC1N1C=NC=C1)C(=O)NC1CCC(CC1)OCCOC 5-fluoro-6-(1H-imidazol-1-yl)-N-((1r,4r)-4-(2-methoxyethoxy)cyclohexyl)picolinamide